[Na+].[Na+].C1(=CC(=CC2=CC=CC=C12)S(=O)(=O)[O-])S(=O)(=O)[O-] naphthalene-1,3-disulfonic acid disodium salt